diisopropyl 2,3-dimethylsuccinate CC(C(=O)OC(C)C)C(C(=O)OC(C)C)C